((9-((5-((R)-3-amino-3-((S)-2,2-difluoro-1-hydroxyethyl)piperidin-1-yl)-2-(2,5-difluoro-4-methoxyphenyl)pyridin-4-yl)methyl)-9H-purin-6-yl)carbamoyl)glycine N[C@]1(CN(CCC1)C=1C(=CC(=NC1)C1=C(C=C(C(=C1)F)OC)F)CN1C2=NC=NC(=C2N=C1)NC(=O)NCC(=O)O)[C@@H](C(F)F)O